3-(5-bromooxazol-2-yl)-2-((tert-butoxycarbonyl)amino)-3-ethoxypropanoic acid BrC1=CN=C(O1)C(C(C(=O)O)NC(=O)OC(C)(C)C)OCC